OC=1C=C(C=CC1O)C=CC(=O)C1=CC=C(C=C1)NS(=O)(=O)C1=CC(=CC=C1)F N-[4-[3-(3,4-Dihydroxyphenyl)prop-2-enoyl]phenyl]-3-fluorobenzenesulfonamide